4-(methoxycarbonyl)pyridine 1-oxide COC(=O)C1=CC=[N+](C=C1)[O-]